N6'-(2-(1-(Cyclopropylsulfonyl)-1H-pyrazol-4-yl)pyrimidin-4-yl)-N4'-((1s,4s)-4-((dimethylamino)methyl)cyclohexyl)-5-(trifluoromethoxy)-[2,3'-bipyridine]-4',6'-diamine C1(CC1)S(=O)(=O)N1N=CC(=C1)C1=NC=CC(=N1)NC1=CC(=C(C=N1)C1=NC=C(C=C1)OC(F)(F)F)NC1CCC(CC1)CN(C)C